C(C)(C)(C)OC(=O)N1CC2(CC1)C(N(CC2)CCO)=O 7-(2-hydroxyethyl)-6-oxo-2,7-diazaspiro[4.4]nonane-2-carboxylic acid tert-butyl ester